5-(3-cyanophenyl)-N-(3-((4-methylpiperazin-1-yl)methyl)-1,2,4-thiadiazol-5-yl)thiophene-3-Formamide C(#N)C=1C=C(C=CC1)C1=CC(=CS1)C(=O)NC1=NC(=NS1)CN1CCN(CC1)C